C1(=C(C=CC=C1)N(C1=C(C=CC=C1)C1=CC=CC2=CC=CC=C12)C1=C(C=CC=C1)C1=CC=CC2=CC=CC=C12)C1=CC=CC=C1 (biphenyl-yl)bis(naphthylphenyl)amine